N-(3-(pyridin-2-yl)-1H-pyrazol-4-yl)-[2,4'-bipyridine]-6-carboxamide formate C(=O)O.N1=C(C=CC=C1)C1=NNC=C1NC(=O)C1=CC=CC(=N1)C1=CC=NC=C1